(S)-3-(4-((4-(3-((2-(1-hydroxyethyl)-1H-imidazol-1-yl)methyl)isoxazol-5-yl)phenyl) Ethynyl)phenyl)propionate O[C@@H](C)C=1N(C=CN1)CC1=NOC(=C1)C1=CC=C(C=C1)C#CC1=CC=C(C=C1)CCC(=O)[O-]